1,4-dithiol-2,3-dicarbonitrile S1C(=C(SC1)C#N)C#N